C(C)(C)(C)OC(=O)N1C=CC=2N=C(N=CC21)Cl 2-chloro-5H-pyrrolo[3,2-d]pyrimidine-5-carboxylic acid tert-butyl ester